NC1=CC(=NC=C1Br)C(=O)OC methyl 4-amino-5-bromopicolinate